C1=CC=CC=2C3=CC=CC=C3N(C12)C1=CC=C(C=C1)C1(C2=CC=CC=C2C=2C=CC=CC12)C1=CC=C(C=C1)N1C2=CC=CC=C2C=2C=CC=CC12 9,9-bis[4-(carbazol-9-yl)phenyl]fluorene